C(CCOC1=CC2=C([Se]C(=C2)C(CCC(=O)O)=O)C=C1C)OC1=CC2=C([Se]C(=C2)C(CCC(=O)O)=O)C=C1C 4,4'-((propane-1,3-diylbis(oxy))bis(6-methylbenzo[b]selenophen-5,2-diyl))bis(4-oxobutanoic acid)